SC(CCCCCCCC(=O)OC(CCCCCCCC)CCCCCCCC)CCCCCCCCC Heptadecan-9-Yl 9-Mercaptooctadecanoate